OC(COC1=CC=C(N=N1)C1=C(C=C(C=C1C)C(F)(F)F)O)(C)C 2-(6-(2-hydroxy-2-methylpropyloxy)pyridazin-3-yl)-3-methyl-5-(trifluoromethyl)phenol